O[C@@H]1[C@@H](CC1)N1N=C(C=C1)S(=O)(=O)N |o1:1,2| 1-(rel-(1r,2s)-2-hydroxycyclobutyl)-1H-pyrazole-3-sulfonamide